3-ethyl-2-methyl-2-nonenal C(C)C(=C(C=O)C)CCCCCC